2,6,6-trimethylcycloheptan-1-one CC1C(CC(CCC1)(C)C)=O